N1(CCOCC1)C1=CC=C(C=C1)CCC(=O)O 3-(4-morpholinylphenyl)propanoic acid